Methyl (R)-2-(isoindolin-2-yl)-2-phenylacetate C1N(CC2=CC=CC=C12)[C@@H](C(=O)OC)C1=CC=CC=C1